perfluoro-2-butyloxacyclopentane FC1(OC(C(C1(F)F)(F)F)(F)F)C(C(C(C(F)(F)F)(F)F)(F)F)(F)F